oxa-2-azaspiro[4.5]decane O1NCCC12CCCCC2